3-(2,6,6-trimethyl-1-cyclohexen-1-yl)acrolein CC1=C(C(CCC1)(C)C)C=CC=O